trans-prenyl diphosphate O(P([O-])(=O)OP(=O)([O-])[O-])CC=C(C)C